C1(CCCC1)C(CC=O)=O 3-CYCLOPENTYL-3-OXOPROPANAL